3-bromothieno[3,2-b]Furan-5-carboxylic acid methyl ester COC(=O)C1=CC=2OC=C(C2S1)Br